[Si](OC1OCC1)([O-])([O-])[O-] oxetanyl silicate